ClC1=C(C=C2C=C(N=CC2=C1)NC(=O)[C@@H]1[C@H](C1)C)C1CCN(CC1)C1COC1 (1S,2S)-N-(7-chloro-6-(1-(oxetan-3-yl)piperidin-4-yl)isoquinolin-3-yl)-2-methylcyclopropane-1-carboxamide